FC1(CC(C1)N1C(C2=C(C(=C1)C(=O)N[C@H](C)C1=CC(=CC=C1)C(F)(F)F)NN=C2)=O)F 5-(3,3-difluorocyclobutyl)-4-oxo-N-[(1R)-1-[3-(trifluoromethyl)phenyl]ethyl]-1H,4H,5H-pyrazolo[4,3-c]pyridine-7-carboxamide